3-(2-fluoroethyl)-4-((4-[(2S)-1,1,1-trifluoro-2-hydroxypropan-2-yl]phenyl)sulfonyl)benzonitrile FCCC=1C=C(C#N)C=CC1S(=O)(=O)C1=CC=C(C=C1)[C@](C(F)(F)F)(C)O